CN1CCC(CC1)C1=CC=CC=2NC=NC21 4-(1-methylpiperidin-4-yl)-1H-benzo[d]imidazole